The molecule is a 12 amino acid peptide fragment of neurotensin. It has a role as a human metabolite. It is a conjugate base of a neurotensin (1-12)(1+). CC[C@H](C)[C@@H](C(=O)O)NC(=O)[C@H](CC1=CC=C(C=C1)O)NC(=O)[C@@H]2CCCN2C(=O)[C@H](CCCN=C(N)N)NC(=O)[C@H](CCCN=C(N)N)NC(=O)[C@@H]3CCCN3C(=O)[C@H](CCCCN)NC(=O)[C@H](CC(=O)N)NC(=O)[C@H](CCC(=O)O)NC(=O)[C@H](CC4=CC=C(C=C4)O)NC(=O)[C@H](CC(C)C)NC(=O)[C@@H]5CCC(=O)N5